C(CCCCCCCCCCC)C1OC1CCCCCCCCCCCC 2,3-didodecyloxirane